C1(CCCC1)C=1C=CC(=NC1)C(=O)OC methyl 5-cyclopentylpyridine-2-carboxylate